FC(C=1C=C(C=C(C1)C(F)(F)F)NC(=O)N[C@H]1[C@@H](CN(CC1)C(=O)OC(C)(C)C)C1=C(C=C(C=C1)F)C)(F)F tert-butyl (3R,4R)-4-({[3,5-bis(trifluoromethyl)phenyl]carbamoyl}amino)-3-(4-fluoro-2-methylphenyl)piperidine-1-carboxylate